ClC=1C(=C(C=CC1)CC(=O)OCC)OC ethyl 2-(3-chloro-2-methoxyphenyl)acetate